CC1=C(C=CC=C1C)O 2,3-dimethylphenol